O1C=C(C2=C1C=CC=C2)C[C@H](NS(=O)(=O)CC=2C=C1COC3(C1=CC2)COCC3)B(O)O (R)-2-(benzofuran-3-yl)-1-((4,5-dihydro-2H,3'H-spiro[furan-3,1'-isobenzofuran]-5'-yl)methylsulfonamidyl)ethylboronic acid